OC1=CC=2C3=CC(=C(C=C3C3=CC(=C(C=C3C2C=C1O)O)O)O)O 2,3,6,7,10,11-Hexahydroxytriphenylene